C(C)(C)[GeH](N(C)C)C(C)C Diisopropyl-(dimethylamino)germanium hydride